C(C)(=O)NC=1NC(C2=C(N1)NC=C2CCC2=CC=C(C(=O)O)C=C2)=O 4-[2-(2-acetamido-4,7-dihydro-4-oxo-3H-pyrrolo[2,3-d]pyrimidine-5-yl)ethyl]benzoic acid